(R)-2-(5-(3-cyclopropyl-1-(pyridin-4-yl)propyl)-2-fluorophenyl)-4,4-difluoropyrrolidine-2-carboxamide C1(CC1)CCC(C1=CC=NC=C1)C=1C=CC(=C(C1)[C@@]1(NCC(C1)(F)F)C(=O)N)F